benzophenone disodium salt [Na].[Na].C(C1=CC=CC=C1)(=O)C1=CC=CC=C1